CN1C(N(C2=C1C(=CC=C2)N2CC(C2)=O)C2C(NC(CC2)=O)=O)=O 3-[3-Methyl-2-oxo-4-(3-oxoazetidin-1-yl)benzimidazol-1-yl]piperidine-2,6-dione